tert-butyl (S)-(1-((2,3-dimethoxybenzyl)amino)-3-methoxy-1-oxopropan-2-yl)carbamate COC1=C(CNC([C@H](COC)NC(OC(C)(C)C)=O)=O)C=CC=C1OC